(2-(Benzyloxy)-4-(difluoromethyl)-6-hydroxyphenyl)(6-((tetrahydrofuran-3-yl)amino)indolin-1-yl)methanone C(C1=CC=CC=C1)OC1=C(C(=CC(=C1)C(F)F)O)C(=O)N1CCC2=CC=C(C=C12)NC1COCC1